tetrahydro-8H-[1,4]diazepino[5',6':4,5]thieno[3,2-f]quinolin-8-one C1CCNC=2C=CC3=C(C12)C1=C(S3)C(N=CC=N1)=O